N-(2-((2S,6S)-2,6-dimethylmorpholino)ethyl)-6-methyl-5-((1-methyl-6-(pyrimidin-5-ylamino)-1H-pyrazolo[3,4-d]pyrimidin-3-yl)amino)nicotinamide C[C@@H]1O[C@H](CN(C1)CCNC(C1=CN=C(C(=C1)NC1=NN(C2=NC(=NC=C21)NC=2C=NC=NC2)C)C)=O)C